N[C@H](C(=O)N1CCN(CC1)C1=NC2=CC=C(C=C2C(=C1)C)NC(=S)NCCN(CC)CC)C(CC)C 1-(2-(4-((2S)-2-amino-3-methylpentanoyl)piperazin-1-yl)-4-methylquinolin-6-yl)-3-(2-(diethylamino)ethyl)thiourea